C=C1C[C@@]2(CCCN2C1)CO (S)-(2-methylenetetrahydro-1H-pyrrolizin-7a(5H)-yl)methanol